(4-(((5-hydroxy-1,2,3,4-tetrahydronaphthalene-2-yl)(propyl)amino)methyl)piperidin-1-yl)(1H-indazol-3-yl)methanone OC1=C2CCC(CC2=CC=C1)N(CCC)CC1CCN(CC1)C(=O)C1=NNC2=CC=CC=C12